5-bromo-1-methyl-2-oxo-1,2-dihydropyridine-3-carboxylic acid methyl ester COC(=O)C=1C(N(C=C(C1)Br)C)=O